3-mercapto-2,6-dimethoxy-4-methylbenzoic acid SC=1C(=C(C(=O)O)C(=CC1C)OC)OC